ClC=1C=C(C=CC1)[C@@H](CO)N1C(C=C(C=C1)C=1C=C2C(=NNC2=CC1)C=1C=NN(C1C)C)=O (S)-1-(1-(3-chlorophenyl)-2-hydroxyethyl)-4-(3-(1,5-dimethyl-1H-pyrazol-4-yl)-1H-indazol-5-yl)pyridin-2(1H)-one